3,4-dichloro-1,2,5-thiadiazole ClC1=NSN=C1Cl